C12CCCC(CC1)C2 bicyclo(3.2.1)octane